5-{[(2,2-Dimethylpropanoyl)amino]methyl}-N-[1-(1,3-thiazol-4-yl)-1H-indazol-4-yl]-2-(trifluoromethyl)benzamide CC(C(=O)NCC=1C=CC(=C(C(=O)NC2=C3C=NN(C3=CC=C2)C=2N=CSC2)C1)C(F)(F)F)(C)C